9H-fluorenyl-dimethyl-zirconium C1(=CC=CC=2C3=CC=CC=C3CC12)[Zr](C)C